2-fluoro-tetrahydro-1H-pyrrolizine FC1CC2=CCCN2C1